4-(2-(trifluoromethyl)quinolin-4-yl)piperazin FC(C1=NC2=CC=CC=C2C(=C1)N1CCNCC1)(F)F